O1CCN(CC1)C1=NC(=C2C=CC=NC2=C1)OC1CCC(CC1)NC(=O)C=1N=NC=CC1 N-((1s,4s)-4-((7-morpholino-1,6-naphthyridin-5-yl)oxy)cyclohexyl)pyridazine-3-carboxamide